N-[2-chloro-4-fluoro-5-[4-(3-fluoropropyl)-4,5-dihydro-5-oxo-1H-tetrazol-1-yl]phenyl]-ethanesulfonamide ClC1=C(C=C(C(=C1)F)N1N=NN(C1=O)CCCF)NS(=O)(=O)CC